O(C(=O)C)C1=C(C=C(C=C1)C(C)=O)COC(=O)C 1-{4-(acetoxyl)-3-[(acetoxyl)methyl]phenyl}ethanone